2,3-Diethyl-6-methyl-4-isopropoxy-phenol C(C)C1=C(C(=CC(=C1CC)OC(C)C)C)O